FC=1C=C(C=CC1)NC(=O)NCC1=C(C=CC2=C1N(C=N2)C)OC 1-(3-fluorophenyl)-3-((6-methoxy-1-methyl-1H-benzimidazol-7-yl)methyl)urea